N-(5-Methyl-6-(2-methyl-2H-tetrazol-5-yl)pyridin-3-yl)-1-(chinolin-5-yl)-5-(trifluoromethyl)-1H-pyrazol-4-carboxamid CC=1C=C(C=NC1C=1N=NN(N1)C)NC(=O)C=1C=NN(C1C(F)(F)F)C1=C2C=CC=NC2=CC=C1